BrC1=CC=C(C=C1)\C=C\CC (E)-1-bromo-4-(but-1-en-1-yl)benzene